tert-butyl 8-(cyclopropanecarbonyl)-3,8-diazabicyclo[3.2.1]octan-3-carboxylate C1(CC1)C(=O)N1C2CN(CC1CC2)C(=O)OC(C)(C)C